(naphthalen-1-yl)-2-{4-[(3-nitrophenyl)methyl]piperazin-1-yl}ethanesulfonamide C1(=CC=CC2=CC=CC=C12)C(CN1CCN(CC1)CC1=CC(=CC=C1)[N+](=O)[O-])S(=O)(=O)N